CNC1CCNCC1 4-(methylamino)piperidine